2-[tert-butyl-(diphenyl)silyl]oxyhex-5-enoic acid ethyl ester C(C)OC(C(CCC=C)O[Si](C1=CC=CC=C1)(C1=CC=CC=C1)C(C)(C)C)=O